3-bromo-6-chlorobenzene-1,2-diamine BrC1=C(C(=C(C=C1)Cl)N)N